1,2-di(eicosenoyl)-sn-glycero-3-phosphocholine C(C=CCCCCCCCCCCCCCCCCC)(=O)OC[C@@H](OC(C=CCCCCCCCCCCCCCCCCC)=O)COP(=O)([O-])OCC[N+](C)(C)C